(1-(3-fluoro-4-(methoxymethoxy)phenyl)-5-methyl-1H-1,2,3-triazol-4-yl)methanol FC=1C=C(C=CC1OCOC)N1N=NC(=C1C)CO